(S)-2-((4-bromopyridin-2-yl)amino)-4-((2,2-difluoroethyl)(4-(5,6,7,8-tetrahydro-1,8-naphthyridin-2-yl)butyl)amino)butanoic acid BrC1=CC(=NC=C1)N[C@H](C(=O)O)CCN(CCCCC1=NC=2NCCCC2C=C1)CC(F)F